N-((4,6-dimethyl-2-oxo-1,2-dihydropyridin-3-yl)methyl)-2'-methyl-[1,1'-biphenyl]-3-carboxamide CC1=C(C(NC(=C1)C)=O)CNC(=O)C=1C=C(C=CC1)C1=C(C=CC=C1)C